CC1CC(OC1C)=O 4,5-dimethyl-dihydrofuran-2(3H)-one